OCC1([C@@H](O)[C@H](O)[C@H](O1)CO)C(CCC[C@H](N)C(=O)O)N ε-fructosyllysine